ClC=1C=C2C(=NC(=NC2=C(C1C1=CC(=CC2=CC=CC=C12)O)F)N1CC(C1)N(C)C)N1C[C@H]2CC[C@@H](C1)N2C(=N)N (1R,5S)-3-((S or R)-6-chloro-2-(3-(dimethylamino)azetidin-1-yl)-8-fluoro-7-(3-hydroxyNaphthalen-1-yl)quinazolin-4-yl)-3,8-diazabicyclo[3.2.1]octane-8-carboxamidine